C1(=CC=CC2=CC3=CC=CC=C3C=C12)C(=O)O anthracenic acid